4-bromo-5-chloro-2-(4-(4-methylpiperazin-1-yl)phenyl)-1H-pyrrolo[2,3-b]pyridine BrC1=C2C(=NC=C1Cl)NC(=C2)C2=CC=C(C=C2)N2CCN(CC2)C